(R)-N-(3-(5-fluoro-2-((6-(2-hydroxyacetamido)pyridin-3-yl)amino)pyrimidin-4-yl)-1H-indol-7-yl)-3-methoxy-2-(4-methylpiperazin-1-yl)propanamide FC=1C(=NC(=NC1)NC=1C=NC(=CC1)NC(CO)=O)C1=CNC2=C(C=CC=C12)NC([C@@H](COC)N1CCN(CC1)C)=O